BrCCCCCCCCCCCC=1C2=CC=CC=C2C=2C=CC=CC2C1 9-(11-bromoundecyl)phenanthrene